FC=1C=C(CC=2C=C3C(=NNC3=CC2)NC(C2=C(C=C(C=C2)N2CCN(CC2)C2CCN(CC2)CC2=C(C=CC=C2)C2C(NC(CC2)=O)=O)NC2CCOCC2)=O)C=C(C1)F N-(5-(3,5-difluorobenzyl)-1H-indazol-3-yl)-4-(4-(1-(2-(2,6-dioxopiperidin-3-yl)benzyl)piperidin-4-yl)piperazin-1-yl)-2-((tetrahydro-2H-pyran-4-yl)amino)benzamide